ClC(=O)C=1C=C2C(C(=O)OC2=O)=CC1 4-chloroformylphthalic anhydride